2-(((3R,4S)-3-hydroxy-3-(hydroxymethyl)-4-(4-methoxyphenoxy)pyrrolidin-1-yl)sulfonyl)-5-(trifluoromethyl)benzonitrile O[C@]1(CN(C[C@@H]1OC1=CC=C(C=C1)OC)S(=O)(=O)C1=C(C#N)C=C(C=C1)C(F)(F)F)CO